C(C)C(C(=O)O)CC(F)F 2-ethyl-4,4-difluorobutyric acid